di-tert-butyl 6-(isopropylamino)-2,3-dihydroquinoxaline-1,4-dicarboxylate hydrochloride Cl.C(C)(C)NC=1C=C2N(CCN(C2=CC1)C(=O)OC(C)(C)C)C(=O)OC(C)(C)C